C1(=CC=CC=C1)N1C(CC(CC1([2H])[2H])O)([2H])[2H] 1-phenylpiperidine-2,2,6,6-d4-4-ol